CN1C[C@@H]2[C@H](CC1)CCN2C2=CC=C(N=N2)C2=C(C=C(C=C2C)C(F)(F)F)O 2-[6-[(3aR,7aS)-6-methyl-3,3a,4,5,7,7a-hexahydro-2H-pyrrolo[2,3-c]pyridin-1-yl]pyridazin-3-yl]-3-methyl-5-(trifluoromethyl)phenol